BrC=1C=C(C=C(C1C)Br)O 3,5-dibromo-4-methylphenol